ethyl mono(acetoacetate) aluminium [Al].C(CC(=O)C)(=O)OCC